5-(1-aminoethyl)-N-[(1R)-1-(1,1-difluoro-2,3-dihydro-1H-inden-4-yl)ethyl]-4-methoxy-2H-indazole-7-carboxamide NC(C)C1=C(C2=CNN=C2C(=C1)C(=O)N[C@H](C)C1=C2CCC(C2=CC=C1)(F)F)OC